C1(CC1)C(=O)NC1=NC=C(C(=O)NC([2H])([2H])[2H])C(=C1)NC1=C(C2=C(C=N1)C=NN2COCC[Si](C)(C)C)OC 6-(Cyclopropanecarboxamido)-4-((7-methoxy-1-((2-(trimethylsilyl)ethoxy)methyl)-1H-pyrazolo[4,3-c]pyridin-6-yl)amino)-N-(methyl-d3)nicotinamide